2-chloro-6-ethoxy-4-[1,1,2-trifluoro-1-(4-methyl-4H-1,2,4-triazol-3-yl)propan-2-yl]pyridine ClC1=NC(=CC(=C1)C(C(C1=NN=CN1C)(F)F)(C)F)OCC